N-(1-(5-(3-cyano-6-ethoxypyrazolo[1,5-a]pyridin-4-yl)pyridin-2-yl)-4-(morpholinomethyl)piperidin-4-yl)-3-methoxy-3-methylbutanamide C(#N)C=1C=NN2C1C(=CC(=C2)OCC)C=2C=CC(=NC2)N2CCC(CC2)(CN2CCOCC2)NC(CC(C)(C)OC)=O